7-bromo-2,5-norbornadiene BrC1C2C=CC1C=C2